benzoylamino-N-isopentyl-[3,3'-bipyridine]-5-carboxamide C(C1=CC=CC=C1)(=O)NC1=NC=C(C=C1C=1C=NC=CC1)C(=O)NCCC(C)C